N=1ON=C2C1C=CC(=C2)COC2=C(C=C(C(=C2)OCC2=C(C(=CC=C2)C2=CC1=C(OCCO1)C=C2)C)Cl)/C=C(/C(=O)O)\C#N.ClC=2C=C(C=CC2)C2=NC1=CC=CC=C1C=C2 2-(3-Chloro-phenyl)quinoline (E)-3-(2-(benzo[c][1,2,5]oxadiazol-5-ylmethoxy)-5-chloro-4-((3-(2,3-dihydrobenzo[b][1,4]dioxin-6-yl)-2-methylbenzyl)oxy)phenyl)-2-cyanoacrylate